N,N'-(10-(2-morpholinoethyl)-10H-phenothiazine-3,7-diyl)-bis-(1H-benzo[d][1,2,3]triazole-6-carboxamide) O1CCN(CC1)CCN1C2=CC=C(C=C2SC=2C=C(C=CC12)NC(=O)C=1C=CC2=C(NN=N2)C1)NC(=O)C=1C=CC2=C(NN=N2)C1